(S)-2-(tert-butoxycarbonylamino)-3-(5-methoxy-2-nitrophenoxy)propionic acid C(C)(C)(C)OC(=O)N[C@H](C(=O)O)COC1=C(C=CC(=C1)OC)[N+](=O)[O-]